4-((3-(6,6-dimethyl-5-oxo-1,4-oxazepan-4-yl)propyl)amino)-2-((3-methyl-1-(8-methyl-8-azabicyclo[3.2.1]octan-3-yl)-1H-pyrazol-4-yl)amino)pyrimidine-5-carbonitrile CC1(C(N(CCOC1)CCCNC1=NC(=NC=C1C#N)NC=1C(=NN(C1)C1CC2CCC(C1)N2C)C)=O)C